5-Chloro-4-(1-(4-((4-(cyclopropylmethyl)piperazin-1-yl)methyl)-2-methylphenyl)-1H-pyrazol-4-yl)-N-(1-((1-methyl-1H-imidazol-4-yl)sulfonyl)piperidin-4-yl)pyrimidin-2-amine ClC=1C(=NC(=NC1)NC1CCN(CC1)S(=O)(=O)C=1N=CN(C1)C)C=1C=NN(C1)C1=C(C=C(C=C1)CN1CCN(CC1)CC1CC1)C